(S)-1-(8-methoxy-6-(4,4,5,5-tetramethyl-1,3,2-dioxaborolane-2-yl)-3,4-dihydroisoquinolin-2(1H)-yl)propan-2-ol COC=1C=C(C=C2CCN(CC12)C[C@H](C)O)B1OC(C(O1)(C)C)(C)C